N-(4-(1-Hydroxyethyl)cyclohexyl)-5,6-dihydrobenzo[f]imidazo[1,5-d][1,4]oxazepine-10-carboxamide OC(C)C1CCC(CC1)NC(=O)C=1C=CC2=C(C=3N(CCO2)C=NC3)C1